2-(2-butoxyethoxy)ethyl benzoate C(C1=CC=CC=C1)(=O)OCCOCCOCCCC